N-ethylisobutyramide C(C)NC(C(C)C)=O